C(C)(C)(C)OC(=O)N1C[C@H](CC1)[C@@H](C(=O)OC(C)(C)C)CC1=CC(=CC=C1)OCCBr (3R)-3-[(2S)-3-[3-(2-bromoethoxy)phenyl]-1-(tert-butoxy)-1-oxopropan-2-yl]pyrrolidine-1-carboxylic acid tert-butyl ester